C1(CC1)C(=O)NC=1C(=C(N=NC1)C(=O)NC([2H])([2H])[2H])NC1=C(C(=CC=C1)N1N=C(N=C1)C)OC (cyclopropanecarboxamido)-4-((2-methoxy-3-(3-methyl-1H-1,2,4-triazol-1-yl)phenyl)amino)-N-(methyl-d3)pyridazine-3-carboxamide